pyridine styrenesulfonate C(=CC1=CC=CC=C1)S(=O)(=O)O.N1=CC=CC=C1